C(CCC)C1=C(O)C=CC=C1O 2-n-butylresorcinol